C[C@@](COC=1C=NC(=CC1C(F)(F)F)C1=CC=NC2=CC=CC=C12)(CC(C)C)N (S)-2,4-dimethyl-1-((6-(quinolin-4-yl)-4-(trifluoromethyl)pyridin-3-yl)oxy)pentan-2-amine